tert-butyl 4-(4-(1,4-dimethyl-2-(4-(methylsulfonyl)phenyl)-1H-benzo[d]imidazol-6-yl)phenyl)piperidine-1-carboxylate CN1C(=NC2=C1C=C(C=C2C)C2=CC=C(C=C2)C2CCN(CC2)C(=O)OC(C)(C)C)C2=CC=C(C=C2)S(=O)(=O)C